N-[4-(chlorodifluoromethoxy)phenyl]-1-methyl-6-(1-methyl-1H-pyrazol-4-yl)-2-oxo-1,2-dihydropyridine-4-carboxamide ClC(OC1=CC=C(C=C1)NC(=O)C1=CC(N(C(=C1)C=1C=NN(C1)C)C)=O)(F)F